(1R,2S)-1-(2-chlorophenyl)-N1-methyl-N2-(quinoline-6-ylmethyl)cyclohexane-1,2-diamine ClC1=C(C=CC=C1)[C@]1([C@H](CCCC1)NCC=1C=C2C=CC=NC2=CC1)NC